2-([1,4]Dioxan-2-ylmethoxy)-9-(5-methyl-[1,2,4]oxadiazol-3-ylmethoxy)-6,7-dihydro-pyrimido[6,1-a]isoquinolin-4-one O1C(COCC1)COC1=NC(N2C(C3=CC=C(C=C3CC2)OCC2=NOC(=N2)C)=C1)=O